1-(5-(hydroxymethyl)furan-2-yl)-N-methyl-9H-pyrido[3,4-b]indole-3-carboxamide OCC1=CC=C(O1)C1=NC(=CC2=C1NC1=CC=CC=C21)C(=O)NC